iTAtartrate C(=O)([O-])C(CO)(O)CC(=O)[O-]